N-((5-cyclobutyl-2,3-dihydro-1H-inden-4-yl)carbamoyl)-4,6,7,8-tetrahydro-5,8-ethanofuro[3,2-c]azepine-2-sulfonamide C1(CCC1)C=1C(=C2CCCC2=CC1)NC(=O)NS(=O)(=O)C1=CC=2CN3CCC(C2O1)CC3